N1N=CC(=C1)C1=CC=C(C=C1)NC1=NC(=NC2=CC=CC=C12)C1=CC=C2C=C(N(C2=C1)C)C(=O)N1CC(C1)(F)F (6-(4-((4-(1H-pyrazol-4-yl)phenyl)amino)quinazolin-2-yl)-1-methyl-1H-indol-2-yl)(3,3-difluoroazetidin-1-yl)methanone